Cl.Cl.Cl.N1CCC2(CC1)[C@@H](C=1C(=NC=CC1)C2)N (5S)-5,7-dihydrospiro[cyclopenta[b]pyridin-6,4-piperidin]-5-amine tri-hydrochloride